2-(2-(4-fluorophenyl)-6-(prop-1-en-2-yl)pyridin-4-yl)-2-methylpropanamide FC1=CC=C(C=C1)C1=NC(=CC(=C1)C(C(=O)N)(C)C)C(=C)C